CS[C@H]1C[C@H](N(C1)C(=O)OC(C)(C)C)C(=O)OC 1-tert-butyl 2-methyl (2S,4S)-4-(methylsulfanyl)pyrrolidine-1,2-dicarboxylate